Tert-hexyl-peroxy-n-butyl monocarbonate C(OCCCCOOC(C)(C)CCC)([O-])=O